OC1=C(C(=CC=C1)C(F)(F)F)OC(=O)N1C(CNC(C1)C)(C)C=1C2=C(N(C(N1)=O)C=1C(=NC=CC1OCCO)C(C)C)N=CC=C2 2-hydroxy-6-(trifluoromethyl)phenyl-1-(4-(2-hydroxyethoxy)-2-isopropylpyridin-3-yl)-2-oxo-1,2-dihydropyrido[2,3-d]pyrimidin-4-yl-2,5-dimethylpiperazine-1-carboxylate